3-(4-fluorophenylmethyl)-N-(trans-3-fluoropiperidin-4-yl)pyrazin-2-amine FC1=CC=C(C=C1)CC=1C(=NC=CN1)N[C@H]1[C@@H](CNCC1)F